ClC1=CN=C(N1CC1=C(OCCC[C@H](CC(=O)OCC)C)C=CC=C1)C1=CC=C(C=C1)C(F)(F)F ethyl (R)-6-(2-((5-chloro-2-(4-(trifluoromethyl)phenyl)-1H-imidazol-1-yl)methyl)phenoxy)-3-methylhexanoate